N-(3-(2-((4-(4-methylpiperazin-1-yl)phenyl)amino)quinazolin-8-yl)phenyl)acetamide CN1CCN(CC1)C1=CC=C(C=C1)NC1=NC2=C(C=CC=C2C=N1)C=1C=C(C=CC1)NC(C)=O